(6,6-dimethyl-4-oxo-1-(p-tolyl)-4,5,6,7-tetrahydro-1H-indol-2-yl)(phenyl)methyl benzoate C(C1=CC=CC=C1)(=O)OC(C1=CC=CC=C1)C=1N(C=2CC(CC(C2C1)=O)(C)C)C1=CC=C(C=C1)C